C(C=C)(=O)N1C[C@@H](N([C@H](C1)C)S(=O)(=O)C)C1=CC(=NC(=C1)Cl)C=1C=C(C(=O)NC)C=CC1 3-(4-((2s,6S)-4-acryloyl-6-methyl-1-(methylsulfonyl)piperazin-2-yl)-6-chloropyridin-2-yl)-N-methylbenzamide